ClC1=NC=2N(C(=C1)NCC=1N=CSC1)N=CC2C(C)C 5-Chloro-3-isopropyl-N-(thiazol-4-ylmethyl)pyrazolo[1,5-a]pyrimidin-7-amine